N-{14-cyano-9,17-dioxo-2,10-diazatetracyclo[8.7.0.03,8.011,16]heptadec-1,3,5,7,11(16),12,14-heptaen-6-yl}4-methylpentanamide Copper(I) [Cu+].C(#N)C=1C=CC=2N3C(C4=CC(=CC=C4N=C3C(C2C1)=O)NC(CCC(C)C)=O)=O